PYRIMIDIN-3-CARBOXAMID N=1CN(C=CC1)C(=O)N